FC(C(=O)O)(F)F.NC=1C(=NC(=CN1)C1=C(C=CC(=C1)[C@@](C(F)(F)F)(CO)O)C([2H])([2H])[2H])C(=O)N[C@@H](CO)C 3-Amino-N-((R)-1-hydroxypropan-2-yl)-6-(2-(methyl-d3)-5-((S)-1,1,1-trifluoro-2,3-dihydroxypropan-2-yl)phenyl)pyrazine-2-carboxamide, trifluoroacetate salt